ClC=1C(=NC(=NC1)NC1=CC(=NC=C1)C)C1=CC=C2CN(C(C2=C1)=O)CC(=O)N[C@H](CO)C1=CC(=CC=C1)C 2-(6-{5-chloro-2-[(2-methylpyridin-4-yl)amino]pyrimidin-4-yl}-1-oxo-2,3-dihydro-1H-isoindol-2-yl)-N-[(1S)-2-hydroxy-1-(3-methylphenyl)ethyl]acetamide